N-(3-(4-methyl-1,4-diazepane-1-carbonyl)bicyclo[1.1.1]pentan-1-yl)naphthalene-2-sulfonamide CN1CCN(CCC1)C(=O)C12CC(C1)(C2)NS(=O)(=O)C2=CC1=CC=CC=C1C=C2